(R)-3-(7-(tert-Butoxycarbonyl)-3-oxohexahydroimidazo[1,5-a]pyrazin-2(3H)-yl)bicyclo[1.1.1]pentane-1-carboxylic acid C(C)(C)(C)OC(=O)N1C[C@@H]2N(CC1)C(N(C2)C21CC(C2)(C1)C(=O)O)=O